FC=1C=C(C=CC1NC1=NC=C2C=CC(=NC2=C1)SC1CCN(CC1)C)C1=CC(=CC=C1)C#N 3'-fluoro-4'-([2-[(1-methylpiperidin-4-yl)sulfanyl]-1,6-naphthyridin-7-yl]amino)-[1,1'-biphenyl]-3-carbonitrile